N-(p-methoxyphenyl)-gamma-aminopropylmethyldimethoxysilane COC1=CC=C(C=C1)NCCC[Si](OC)(OC)C